C[C@H]1CN([C@@H]2CC3=C(NC4=CC=CC(=C34)[C@H]2[C@H]1OC(=O)C)C(C)(C)C=C)C The molecule is an ergot alkaloid produced by the fungus Aspergillus fumigatus that is ergoline which is substituted by a 2-methylbut-3-en-2-yl group at position 2, methyl groups at the 6 and 8beta positions, and by an acetoxy group at the 9beta position. It has a role as a metabolite. It is an ergot alkaloid and an acetate ester. It is a conjugate base of a fumigaclavine C(1+). It derives from a hydride of an ergoline.